3-(N-(1-(Dimethylamino)propan-2-yl)sulfamoyl)-1-(1,2,3,5,6,7-hexahydro-s-indacen-4-yl)urea, potassium salt [K].CN(CC(C)NS(=O)(=O)NC(NC1=C2CCCC2=CC=2CCCC12)=O)C